3-(1-(2-(4-fluorophenoxy)ethyl)-1H-benzo[d]imidazol-2-yl)-5-(4-fluorophenyl)isoxazole FC1=CC=C(OCCN2C(=NC3=C2C=CC=C3)C3=NOC(=C3)C3=CC=C(C=C3)F)C=C1